1-acetyl-2-hydroxy-2-(thiophen-3-yl)indol-3-one C(C)(=O)N1C(C(C2=CC=CC=C12)=O)(C1=CSC=C1)O